NC1(CC1)COC1=NC(=NC=C1C(F)(F)F)NC=1C=C2CCN(CC2=CC1)C(CC(C)(C)O)=O 1-(6-((4-((1-Aminocyclopropyl)methoxy)-5-(trifluoromethyl)pyrimidin-2-yl)amino)-3,4-dihydroisoquinolin-2(1H)-yl)-3-hydroxy-3-methylbutan-1-one